BrC1=CC(=C(O[C@H](C(=O)O)CCF)C=C1)C=C (2S)-2-(4-bromo-2-vinylphenoxy)-4-fluorobutyric acid